CP(=O)(C)CO (dimethylphosphinyl)methanol